ClC1=NC=C(C=2C1=CN(N2)CC2=CC=C(C=C2)OC)F 4-chloro-7-fluoro-2-(4-methoxybenzyl)-2H-pyrazolo[4,3-c]pyridine